BrC1=CC(=NC(=C1)C)C(=O)O 4-bromo-6-methylpyridinecarboxylic acid